C(C)(C)(C)OC(=O)NC=1C=C(C(=O)OC)C=CC1I methyl 3-((tert-butoxycarbonyl) amino)-4-iodobenzoate